C(=O)[C@H]1[C@@H]2CC[C@H](CN1C(=O)OCC1=CC=CC=C1)N2C(=O)OC(C)(C)C O3-benzyl O8-tert-butyl (1S,2R,5R)-2-formyl-3,8-diazabicyclo[3.2.1]octane-3,8-dicarboxylate